diphenyl-silanediol C1(=CC=CC=C1)[Si](O)(O)C1=CC=CC=C1